methyl 3-amino-5-fluorothieno[2,3-b]pyridine-2-carboxylate NC1=C(SC2=NC=C(C=C21)F)C(=O)OC